FC(OC=1C=C(OC2=NC=C(C=N2)C=2C=C(C=NC2)N[C@@H]2CN(CC2)C(=O)OC(C)(C)C)C=CC1)F tert-butyl (3S)-3-[[5-[2-[3-(difluoromethoxy)phenoxy]pyrimidin-5-yl]-3-pyridyl]amino]pyrrolidine-1-carboxylate